2-(2-cyclopropylethyl)-2H-1,2,3-triazole-4-carboxylic acid C1(CC1)CCN1N=CC(=N1)C(=O)O